OC(C(=O)[O-])C(O)(C(=O)[O-])CC(=O)[O-] 2-hydroxycitrate